N,N'-dimethyloxymethyl-urea COCNC(=O)NCOC